C(C)OC(=O)C=1N=C(SC1)N1N=C(C(=C1CC1CC1)CC1=CC(=C(C=C1)S(N)(=O)=O)F)O 2-(5-(cyclopropylmethyl)-4-(3-fluoro-4-sulfamoylbenzyl)-3-hydroxy-1H-pyrazol-1-yl)thiazole-4-carboxylic acid ethyl ester